NC(C(C)C=1C(=C(C(=C2C=NNC12)C=1N=CC=2N(C1)C=C(N2)NC(=O)[C@H]2[C@H](C2)F)Cl)F)=O (1S,2S)-N-(6-(7-(1-amino-1-oxopropan-2-yl)-5-chloro-6-fluoro-1H-indazol-4-yl)imidazo[1,2-a]pyrazin-2-yl)-2-fluorocyclopropane-1-carboxamide